C(#N)C1=C(C=CC2=C1N(C(=N2)NC2=NN1C(C(CCC1)(C)C)=C2)C)OC2=CC(=NC=C2)NC(C)=O N-(4-((7-cyano-2-((4,4-dimethyl-4,5,6,7-tetrahydropyrazolo[1,5-a]pyridin-2-yl)amino)-1-methyl-1H-benzo[d]imidazol-6-yl)oxy)pyridin-2-yl)acetamide